N-butyl-imidazole C(CCC)N1C=NC=C1